FC=1C=C(C=CC1F)C(CO)N1CCNCC1 4-[1-(3,4-Difluorophenyl)-2-hydroxy-ethyl]piperazine